4-(7-(pyrrolidin-1-yl)imidazo[1,2-a]pyridin-3-yl)aniline N1(CCCC1)C1=CC=2N(C=C1)C(=CN2)C2=CC=C(N)C=C2